tert-butyl (2S)-2-[(1R)-1-hydroxyethyl]morpholine-4-carboxylate O[C@H](C)[C@@H]1CN(CCO1)C(=O)OC(C)(C)C